(E)-4-(3,5-dimethoxystyryl)phenol COC=1C=C(/C=C/C2=CC=C(C=C2)O)C=C(C1)OC